(5-((dimethylamino)methyl)-1,3-phenylene)bis(methylene)bis(octadeca-9,12-dienoate) CN(C)CC=1C=C(C=C(C1)CCCCCCC=CCC=CCCCCCCCC(=O)[O-])CCCCCCC=CCC=CCCCCCCCC(=O)[O-]